Cyclopropylbut-3-yn-2-ol C1(CC1)CC(C#C)O